7-(5-chloro-2-(2-(2,5,5-trimethyl-4,6-dioxo-5,6,7,8-tetrahydroquinazolin-3(4H)-yl)ethoxy)phenyl)-5-methylthieno[3,2-b]pyridine-3-carboxylic acid ClC=1C=CC(=C(C1)C1=C2C(=NC(=C1)C)C(=CS2)C(=O)O)OCCN2C(=NC=1CCC(C(C1C2=O)(C)C)=O)C